2-(4-bromobenzoyl)-1,2,3,4-tetrahydroisoquinoline-6-carboxylic acid BrC1=CC=C(C(=O)N2CC3=CC=C(C=C3CC2)C(=O)O)C=C1